C[Si](C)(C)OB(O[Si](C)(C)C)O[Si](C)(C)C boric acid tris(trimethylsilyl) ester